C1(=CC=CC2=CC=CC=C12)C1=CC=CC=2C3=CC=CC(=C3CC12)C1=CC=CC2=CC=CC=C12 1,8-bis(naphth-1-yl)fluorene